6-(((S)-3-hydroxypyrrolidin-1-yl)methyl)-2-(3-((R)-1-(4-methyl-4H-1,2,4-triazol-3-yl)propan-2-yl)phenyl)-4-(trifluoromethyl)isoindolin-1-one O[C@@H]1CN(CC1)CC1=CC(=C2CN(C(C2=C1)=O)C1=CC(=CC=C1)[C@@H](CC1=NN=CN1C)C)C(F)(F)F